C(#N)C1=C(C(=CC=C1)OC)B(O)O 2-CYANO-6-METHOXYPHENYLBORONIC ACID